COC=1C=C(C=CC1)CC(C(=O)O)=O 3-(3-methoxyphenyl)-2-oxopropanoic acid